C12(CC(C1)C2)NC2=NC=C(C=N2)C=2C=CC(N(N2)CC=2C=NC=C(C2)F)=O 6-(2-(bicyclo[1.1.1]pentan-1-ylamino)pyrimidin-5-yl)-2-((5-fluoropyridin-3-yl)methyl)pyridazine-3(2H)-one